CN1CCN(CC1)CC1=CC=C(C=C1)NC(C1=CC(=CC=C1)B1OC(C(O1)(C)C)(C)C)=O N-{4-[(4-methylpiperazin-1-yl)methyl]phenyl}-3-(4,4,5,5-tetramethyl-1,3,2-dioxaborolan-2-yl)benzamide